4-[5-[bis(2-chloroethyl)amino]-1-methylbenzimidazol-2-yl]Butyric acid hydrochloride Cl.ClCCN(C1=CC2=C(N(C(=N2)CCCC(=O)O)C)C=C1)CCCl